C1(=CC=CC=2C3=CC=CC=C3NC12)C1=C(C=C(C=C1C#N)C#N)C1=CC=CC=C1 (9H-carbazol-yl)biphenyl-3,5-dicarbonitrile